ClC=1C=C(C=C(C1OC)Cl)C(=O)N1C2=C(SC3(CC3)C1)C=CC=C2 (3,5-dichloro-4-methoxyphenyl)(spiro[benzo[b][1,4]thiazine-2,1'-cyclopropane]-4(3H)-yl)methanone